N-(6-((2-ethyl-6-fluorophenyl)amino)-1H-indazol-3-yl)-4-(1-methylpiperidin-4-yl)benzamide C(C)C1=C(C(=CC=C1)F)NC1=CC=C2C(=NNC2=C1)NC(C1=CC=C(C=C1)C1CCN(CC1)C)=O